Heptane-2,3-diol CC(C(CCCC)O)O